C(C)(C)(C)OC(=O)N[C@@H]1CCOC2=CC=C(C=C12)OCCCCCCOCCOCCOCCCCCC(=O)OC(C)(C)C (R)-tert-butyl 6-(2-(2-(6-(4-(tert-butoxycarbonylamino)chroman-6-yloxy)hexyloxy)ethoxy)ethoxy)hexanoate